4-(cyclopentylamino)-N'-(2-ethyl-4-hydroxy-phenyl)-6-(m-tolyl)pyrrolo[1,2-b]pyridazine-3-carboxamidine C1(CCCC1)NC=1C=2N(N=CC1C(=NC1=C(C=C(C=C1)O)CC)N)C=C(C2)C=2C=C(C=CC2)C